N-(3-(1H-imidazol-1-yl)benzyl)-3-((dimethylamino)methyl)-N-(3-methoxybenzyl)aniline N1(C=NC=C1)C=1C=C(CN(C2=CC(=CC=C2)CN(C)C)CC2=CC(=CC=C2)OC)C=CC1